Cl.FC1=C(C=CC(=C1)F)[C@](C)(O)C=1C=NC(=NC1)C=1CCNCC1 (R)-1-(2,4-difluorophenyl)-1-(2-(1,2,3,6-tetrahydropyridin-4-yl)pyrimidin-5-yl)ethanol hydrochloride